COC=1C=CC(=C(C1)CC(=O)[O-])B1OC(C(O1)(C)C)(C)C 2-(5-methoxy-2-(4,4,5,5-tetramethyl-1,3,2-dioxaborolan-2-yl)phenyl)acetate